NCC(C)N(C1=NC(N2C(C3=CC(=C(C=C3CC2)OC)OC)=C1)=O)C1=C(C=C(C=C1C(C)C)C)C(C)C 2-((1-Aminoprop-2-yl)(2,6-diisopropyl-4-methylphenyl)amino)-9,10-dimethoxy-6,7-dihydro-4H-pyrimido[6,1-a]isoquinolin-4-one